C(C)(C)(C)S(=O)(=O)N1CCC2=NC=C(C=C21)NC(C2=C(C=C(C=C2)NS(=O)(=O)CCO)N2CCC1(CC1)CC2)=O N-(1-(tert-butylsulfonyl)-2,3-dihydro-1H-pyrrolo[3,2-b]pyridin-6-yl)-4-((2-hydroxyethyl)sulfonamido)-2-(6-azaspiro[2.5]octan-6-yl)benzamide